FC1=CC=C(C=C1)CCOC 1-fluoro-4-(2-methoxyethyl)benzene